COC(C1=C(C(=C(C=C1)N)C(F)(F)F)F)=O amino-2-fluoro-3-(trifluoromethyl)-benzoic acid methyl ester